(7-(2-(4-(6-Fluorobenzo[b]thiophen-4-yl)piperazin-1-yl)ethyl)-2-oxo-3,4-dihydroquinolin-1(2H)-yl)methyl 2-methylbutanoate CC(C(=O)OCN1C(CCC2=CC=C(C=C12)CCN1CCN(CC1)C1=CC(=CC=2SC=CC21)F)=O)CC